C1(CCCC1)N1C(CN(C=2C(N[C@](NC12)(N)NC1=C(C=C2C=CN(C2=C1)C(CN1CCN(CC1)CC)=O)OC)=O)C)CC (R)-8-cyclopentyl-7-ethyl-2-{{1-[2-(4-ethylpiperazin-1-yl)acetyl]-5-methoxyindol-6-yl}amino}-5-methyl-7,8-dihydropterin